8-Bromo-2-(trifluoromethyl)-1,4-dihydropyrido[3,4-b]pyrazin-3(2H)-one BrC1=CN=CC=2NC(C(NC21)C(F)(F)F)=O